(2r,6r)-tert-butyl 2-formyl-6-methylmorpholine-4-carboxylate C(=O)[C@H]1CN(C[C@H](O1)C)C(=O)OC(C)(C)C